SCC(CSCC(CS)S)S 1,2,6,7-tetramercapto-4-thiaheptane